OC[C@H](C)NC(=O)C1=C(OC2=C1C=C(C=C2)OCC2=NC=CC=C2)C (S)-N-(1-hydroxypropan-2-yl)-2-methyl-5-(pyridin-2-ylmethoxy)benzofuran-3-carboxamide